CN1N=NC(=C1NC(O[C@H](C)C=1C(=NC=CC1)Cl)=O)C1=NC=C(C=C1)NS(=O)(=O)C (R)-1-(2-chloro-pyridin-3-yl)ethyl (1-methyl-4-(5-(methyl-sulfonamido) pyridin-2-yl)-1H-1,2,3-triazol-5-yl)carbamate